3-(3,4-difluorophenyl)-5-[4-(4-methanesulfonylphenoxy)-3-nitrophenoxy]pyridine FC=1C=C(C=CC1F)C=1C=NC=C(C1)OC1=CC(=C(C=C1)OC1=CC=C(C=C1)S(=O)(=O)C)[N+](=O)[O-]